1,3,5-trimethacryloxylhexahydro-1,3,5-triazine C(=O)(C(=C)C)ON1CN(CN(C1)OC(=O)C(=C)C)OC(=O)C(=C)C